CC(CC[C@H](NC([C@@H](NC([C@@H](NC(OCC1C2=CC=CC=C2C=2C=CC=CC12)=O)CC1=CC=C(C=C1)O)=O)CC1=NC=CC=C1)=O)C(=O)O)(C)C (5S,8S,11S)-11-(3,3-dimethylbutyl)-1-(9H-fluoren-9-yl)-5-(4-hydroxybenzyl)-3,6,9-trioxo-8-(pyridin-2-ylmethyl)-2-oxa-4,7,10-triazadodecan-12-oic acid